6-bromo-8-(trifluoromethyl)quinazolin-4(3H)-one BrC=1C=C2C(NC=NC2=C(C1)C(F)(F)F)=O